C(=C)C(CO)O vinyl-2-hydroxyethanol